N-(7-fluoro-2-formyl-indan-5-yl)-2-methyl-oxazole-5-carboxamide FC=1C=C(C=C2CC(CC12)C=O)NC(=O)C1=CN=C(O1)C